(S)-1'-{2-[4-(1-methanesulfonyleth-yl)phenoxy]ethyl}-2-oxo-1,2-dihydrospiro[indole-3,4'-piperidine]-5-carbonitrile CS(=O)(=O)[C@@H](C)C1=CC=C(OCCN2CCC3(CC2)C(NC2=CC=C(C=C23)C#N)=O)C=C1